ClC=1C=CC=C2C=CC=C(C12)C=1C(=CC2=C(N=C(N=C2N2[C@@H]3CCN([C@@H]3C2)C(C=C)=O)OCC23CCCN3CCC2)N1)F ((1R,5R)-6-(7-(8-chloronaphthalen-1-yl)-6-fluoro-2-((tetrahydro-1H-pyrrolizin-7a(5H)-yl)methoxy)pyridino[2,3-d]pyrimidin-4-yl)-2,6-diazabicyclo[3.2.0]hept-2-yl)prop-2-en-1-one